2'-chloro-N-(5-((2-isobutyryl-2-azabicyclo[2.2.1]hept-5-yl)methoxy)-1,3,4-thiadiazol-2-yl)-5'-methoxy-6-methyl-[4,4'-bipyridine]-3-carboxamide ClC1=NC=C(C(=C1)C1=C(C=NC(=C1)C)C(=O)NC=1SC(=NN1)OCC1C2CN(C(C1)C2)C(C(C)C)=O)OC